6-[4-[[4-(5-ethoxypyridin-3-yl)thiophen-2-yl]methyl]piperazin-1-yl]-N-methylpyridazine-3-carboxamide C(C)OC=1C=C(C=NC1)C=1C=C(SC1)CN1CCN(CC1)C1=CC=C(N=N1)C(=O)NC